4-[[(2S)-1,4-dioxan-2-yl]methoxy]-1-methyl-9-(6-oxa-2-azaspiro[3.3]heptan-2-yl)-6,7-dihydrobenzo[a]quinolizin-2-one O1[C@@H](COCC1)COC=1N2CCC3=C(C2=C(C(C1)=O)C)C=CC(=C3)N3CC1(C3)COC1